7-(6-(1H-1,2,4-triazol-3-yl)pyridin-3-yl)-1-(cis-4-hydroxycyclohexyl)-3,4-dihydropyrazino[2,3-b]pyrazin-2(1H)-one N1N=C(N=C1)C1=CC=C(C=N1)C1=CN=C2C(=N1)N(C(CN2)=O)[C@@H]2CC[C@@H](CC2)O